C(C)(=O)NC=1C(=NN(C(C1)=O)C1=C(C=CC=C1)F)C(=O)N[C@H](C)C1=CC(=CC(=C1)C(F)(F)F)N 4-Acetamido-N-[(1R)-1-[3-amino-5-(trifluoromethyl)phenyl]ethyl]-1-(2-fluorophenyl)-6-oxo-pyridazine-3-carboxamide